C(C)(=O)C=1C=C(C=CC1)N1N=C(C2=C1C(N(CC2)C2=CC=CC=C2)=O)C(=O)O 1-(3-Acetylphenyl)-7-oxo-6-phenyl-4,5,6,7-tetrahydro-1H-pyrazolo[3,4-c]pyridine-3-carboxylic acid